ClC=1C=C(C=CC1OC1=CC=CC=C1)C(CCC(C)C)=O 1-(3-chloro-4-phenoxyphenyl)-4-methylpentan-1-one